CC=1N(C(=CC1)C)C=1C=CC(=C(C(=O)NCCCC[C@@H](C=2NC(=CN2)C2=CC3=CC=CC=C3C=C2)NC(=O)C2=CN=CS2)C1)O (S)-N-(5-(5-(2,5-dimethyl-1H-pyrrol-1-yl)-2-hydroxybenzamido)-1-(5-(naphthalen-2-yl)-1H-imidazol-2-yl)pentyl)thiazole-5-carboxamide